2-({2-Chloro-5-cyano-3-[(2S)-4-[1-(2-hydroxyethyl)piperidin-4-yl]-2-methylpiperazin-1-yl]phenyl}amino)-4-(cyclopropylamino)pyrazolo[1,5-a][1,3,5]triazine-8-carbonitrile ClC1=C(C=C(C=C1N1[C@H](CN(CC1)C1CCN(CC1)CCO)C)C#N)NC1=NC=2N(C(=N1)NC1CC1)N=CC2C#N